The molecule is a monounsaturated fatty acyl-CoA(4-) obtained by deprotonation of the phosphate and diphosphate OH groups of (E)-2-methylpentadec-2-enoyl-CoA; major species at pH 7.3. It is a long-chain fatty acyl-CoA(4-) and a monounsaturated fatty acyl-CoA(4-). It is a conjugate base of an (E)-2-methylpentadec-2-enoyl-CoA. CCCCCCCCCCCC/C=C(\\C)/C(=O)SCCNC(=O)CCNC(=O)[C@@H](C(C)(C)COP(=O)([O-])OP(=O)([O-])OC[C@@H]1[C@H]([C@H]([C@@H](O1)N2C=NC3=C(N=CN=C32)N)O)OP(=O)([O-])[O-])O